(5S,6R)-5-hydroxy-6-((R)-5H-imidazo[5,1-a]isoindol-5-yl)-5,6,7,8-tetrahydronaphthalene-2-carbonitrile O[C@@H]1C=2C=CC(=CC2CC[C@@H]1[C@H]1N2C(C3=CC=CC=C13)=CN=C2)C#N